(+/-)-N-[(3R,4S)-3-fluoro-1-methylpiperidin-4-yl]-2-(5-{[methyl(1H-pyrazol-4-yl)amino]methyl}-1,2,4-oxadiazol-3-yl)-1-(2,2,2-trifluoroethyl)-1H-indol-4-amine F[C@@H]1CN(CC[C@@H]1NC=1C=2C=C(N(C2C=CC1)CC(F)(F)F)C1=NOC(=N1)CN(C=1C=NNC1)C)C |r|